tri-iso-propylsilyloxymethyl chloride C(C)(C)[Si](OCCl)(C(C)C)C(C)C